{5-[5-(aminomethyl)(1,3-thiazol-2-yl)]pyrimidin-2-yl}[1-(3-chloro(2-pyridyl))-isopropyl]amine NCC1=CN=C(S1)C=1C=NC(=NC1)NC(C)(C)C1=NC=CC=C1Cl